(2S,3S)-N-[2-[6-[[5-(4-fluorophenyl)thiazol-2-yl]amino]imidazo[4,5-c]pyridin-1-yl]ethyl]-3-hydroxy-1-prop-2-enoylpyrrolidine-2-carboxamide FC1=CC=C(C=C1)C1=CN=C(S1)NC1=CC2=C(C=N1)N=CN2CCNC(=O)[C@H]2N(CC[C@@H]2O)C(C=C)=O